C(C)O[C@H]1CC[C@H](CC1)NC=1N=CC2=C(N1)NC=C2C2=CC=1N(C=C2)N=CC1C(=O)N1CCCCC1 (5-(2-((cis-4-ethoxycyclohexyl)amino)-7H-pyrrolo[2,3-d]pyrimidin-5-yl)pyrazolo[1,5-a]pyridin-3-yl)(piperidin-1-yl)methanone